BrC=1SC2=C(N1)C=C(C=C2)[C@@H]2NC[C@H](CC2)C 2-bromo-5-[(2R,5S)-5-methyl-2-piperidyl]-1,3-benzothiazole